1-(2-methoxy-hexadecanyl)-sn-glycero-3-phosphoserine COC(COC[C@@H](O)COP(=O)(O)OC[C@H](N)C(=O)O)CCCCCCCCCCCCCC